O1N=C(C=C1)C1=CC(=NN1CCC(F)(F)F)C(=N)N 5-(isoxazol-3-yl)-1-(3,3,3-trifluoropropyl)-1H-pyrazole-3-carboxamidine